2-chloro-1,2,3,4-tetrahydro-9,10-anthraquinone ClC1CC=2C(C3=CC=CC=C3C(C2CC1)=O)=O